C1(CC2C(CC1)O2)C2C(O2)C2CC1C(CC2)O1 1,2-Epoxy-1,2-bis(3,4-epoxycyclohex-1-yl)ethan